tris(2,2'-bipyridine) ruthenium (II) dichloride [Ru](Cl)Cl.N1=C(C=CC=C1)C1=NC=CC=C1.N1=C(C=CC=C1)C1=NC=CC=C1.N1=C(C=CC=C1)C1=NC=CC=C1